C(C)(C)(C)C1=CC=C(C=O)C=C1 Para-tertiary butyl-benzaldehyde